Hexadecyl-trimethyl-ammonium Bromide 2-Amino-3-(3-chlorophenyl)propyl-(aminocarbonyl)carbamate NC(CN(C([O-])=O)C(=O)N)CC1=CC(=CC=C1)Cl.[Br-].C(CCCCCCCCCCCCCCC)[N+](C)(C)C.C(CCCCCCCCCCCCCCC)[N+](C)(C)C